FC(S(=O)(=O)[O-])(F)F.C[S+]1CCN(CC1)C(=O)C=1OC(=CC1)C1=CC(=CC=C1)C(F)(F)F 1-methyl-4-(5-(3-(trifluoromethyl)phenyl)furan-2-carbonyl)thiomorpholin-1-ium trifluoromethanesulfonate